3,3-Dimethyl-5-(piperidin-4-yl)-2,3-dihydro-1H-indole CC1(CNC2=CC=C(C=C12)C1CCNCC1)C